2-Nitro-5-(2,2,2-trifluoroethoxy)benzoic acid methyl ester COC(C1=C(C=CC(=C1)OCC(F)(F)F)[N+](=O)[O-])=O